tert-butyl (1-(3-chloro-6-oxopyridazin-1(6H)-yl)ethyl)benzoate ClC1=NN(C(C=C1)=O)C(C)C1=C(C(=O)OC(C)(C)C)C=CC=C1